1-(3,5-dichlorophenyl)-3-(3-chloro-2-hydroxymethylphenyl)urea ClC=1C=C(C=C(C1)Cl)NC(=O)NC1=C(C(=CC=C1)Cl)CO